5-(2-((5-(5-(difluoromethyl)-1,3,4-oxadiazol-2-yl)pyrimidin-2-yl)methyl)-2H-tetrazol-5-yl)pyridin-2-amine FC(C1=NN=C(O1)C=1C=NC(=NC1)CN1N=C(N=N1)C=1C=CC(=NC1)N)F